ClC1=C(C(=O)C=2C(=NN(C2O)C)C)C=CC(=C1COC1=CC(=NN1C)C)Cl 4-(2,4-dichloro-3-((1,3-dimethyl-1H-pyrazol-5-yloxy)methyl)benzoyl)-5-hydroxy-1,3-dimethyl-1H-pyrazole